C(C=C)(=O)N1CC(CC(C1)(F)F)N1N=NC(=C1)C=1C=CC(=NC1)NC(C1=NC(=CC=C1)C1=CC=NN1)=O N-(5-(1-(1-acryloyl-5,5-difluoropiperidin-3-yl)-1H-1,2,3-triazol-4-yl)pyridin-2-yl)-6-(1H-pyrazol-5-yl)picolinamide